CN1N=CC(=C1)C1=NC=CC2=CC=CC=C12 (1-methylpyrazol-4-yl)isoquinolin